3-({3-fluoro-4-[5-(trifluoromethyl)-1,2,4-oxadiazol-3-yl]phenyl}methoxy)-5-methylpyridine FC=1C=C(C=CC1C1=NOC(=N1)C(F)(F)F)COC=1C=NC=C(C1)C